(4-fluoro-2-(1-methoxycyclopropyl)phenyl)ethan-1-ol FC1=CC(=C(C=C1)C(C)O)C1(CC1)OC